C1(CCC1)C(C)OC1C(C2=C(C=CC=C2C1)SC(F)(F)F)=O (1-Cyclobutylethoxy)-7-(trifluoromethylthio)-2,3-dihydro-1H-inden-1-one